(S)-4-(2-amino-2-phenylacetylamino)-3-fluorobenzoic acid tert-butyl ester C(C)(C)(C)OC(C1=CC(=C(C=C1)NC([C@H](C1=CC=CC=C1)N)=O)F)=O